3-bromo-5,6-dihydro-8H-imidazo[2,1-c][1,4]Oxazine BrC1=CN=C2COCCN21